C(OCC1=CC=C(C=C1)NC(C(CCCNC(=O)N)NC(C(C(C)C)NC(CCCCCN1C(C=CC1=O)=O)=O)=O)=O)(OC1=CC=C(C=C1)[N+](=O)[O-])=O 4-(2-(2-(6-(2,5-dioxo-2,5-dihydro-1H-pyrrol-1-yl)hexanamido)-3-methylbutanamido)-5-ureidopentanamido)benzyl (4-nitrophenyl) carbonate